5-(benzyloxy)-4-formyl-1,3-phenylenedi(4-toluenesulfonate) C(C1=CC=CC=C1)OC=1C(=C(C=C(C1)CC1=CC=C(C=C1)S(=O)(=O)[O-])CC1=CC=C(C=C1)S(=O)(=O)[O-])C=O